6-Methyl-5-nitropyridine-2-amine CC1=C(C=CC(=N1)N)[N+](=O)[O-]